C(C)C1=C(C(=C(C(=O)OCCCC2C3C(CC(C2)C3)CO)OC)CCCCCC)C=CC=C1 3-(6-(hydroxymethyl)bicyclo[2.2.1]heptane-2-yl)propan-1-ol Ethylhexyl-Methoxycinnamate